ClC1=NC=C(C(=N1)C=1C=C(C(N(C1)CC)=O)F)F 5-(2-chloro-5-fluoropyrimidin-4-yl)-1-ethyl-3-fluoropyridin-2(1H)-one